1-[(2R)-2-(dimethylamino)propyl]-4-[5-(1-ethyl-3-methyl-1H-pyrazol-5-yl)-4H-1,2,4-triazol-3-yl]-1H-indazole-6-carboxamide CN([C@@H](CN1N=CC2=C(C=C(C=C12)C(=O)N)C1=NN=C(N1)C1=CC(=NN1CC)C)C)C